O[C@H]1[C@H](O[C@@]2([C@@H](CCO2)NC(=O)C=2C=C(C=CC2)C2=CC(=CC=C2)F)[C@@H]([C@H]1N1N=NC(=C1)C1=CC(=C(C(=C1)F)F)F)O)CO N-((4R,5S,7R,8R,9S,10R)-8,10-dihydroxy-7-(hydroxymethyl)-9-(4-(3,4,5-trifluorophenyl)-1H-1,2,3-triazol-1-yl)-1,6-dioxaspiro[4.5]dec-4-yl)-3'-fluoro-[1,1'-biphenyl]-3-carboxamide